1-(4,5,6,7-tetrahydro-1H-benzimidazol-2-yl)methanamine hydrogen chloride Cl.N1C(=NC2=C1CCCC2)CN